4-(6-Bromo-1-isopropyl-1H-benzo[d]imidazol-2-ylamino)-N-hydroxybenzoamide BrC=1C=CC2=C(N(C(=N2)NC2=CC=C(C(=O)NO)C=C2)C(C)C)C1